BrC1=CC=C(C(=O)C2=CC(=C3C=C(C=CN23)C(=O)OC(C)C)C(=O)OCC)C=C1 1-Ethyl 7-isopropyl 3-(4-bromobenzoyl)indolizine-1,7-dicarboxylate